chloro(p-tolylsulfonyl)azanide Cl[N-]S(=O)(=O)C1=CC=C(C=C1)C